C(C)N(C(=O)C1=C(OC2=C(N=CN=N2)N2CC3(CN(C3)C(CCNC(OC(C)(C)C)=O)C(C)C)CC2)C=CC(=C1)F)C(C)C tert-butyl (3-(6-(6-(2-(ethyl(isopropyl)carbamoyl)-4-fluorophenoxy)-1,2,4-triazin-5-yl)-2,6-diazaspiro[3.4]octan-2-yl)-4-methylpentyl)carbamate